tert-butyl (2R)-6-(benzyloxy)-5-[(2-tert-butoxy-2-oxoethyl)(trifluoroacetyl)amino]-4-fluoro-2-{[(3,3,3-trifluoropropyl)amino]methyl}-2,3-dihydro-1H-indole-1-carboxylate C(C1=CC=CC=C1)OC1=C(C(=C2C[C@@H](N(C2=C1)C(=O)OC(C)(C)C)CNCCC(F)(F)F)F)N(C(C(F)(F)F)=O)CC(=O)OC(C)(C)C